1-(2-(benzo[d]oxazol-2-ylamino)-1-methyl-1H-benzo[d]imidazol-5-yl)-2,2,2-trifluoroethan-1-ol O1C(=NC2=C1C=CC=C2)NC2=NC1=C(N2C)C=CC(=C1)C(C(F)(F)F)O